NC1=NC=CC2=C1C(=NN2[C@H]2C[C@@H](N(C2)C(C=C)=O)COC)C#CC=2C=C1C=NN(C1=CC2)CC 1-[(2R,4S)-4-[4-amino-3-[2-(1-ethylindazol-5-yl)ethynyl]pyrazolo[4,3-c]pyridin-1-yl]-2-(methoxymethyl)pyrrolidin-1-yl]prop-2-en-1-one